C(C1=CC=CC=C1)SCC(OC)OC benzyl-(2,2-dimethoxyethyl)sulfane